1Z,13E-eicosatetraenoic acid C(C=CC=CC=CC=CCCCCCCCCCCC)(=O)O